BrC=1SC=2N=C(N=C(C2N1)N1C[C@H]2CN([C@@H](C1)CC2)C(=O)OC(C)(C)C)OC[C@]21CCCN1C[C@@H](C2)F |o1:12,15| tert-butyl (1S*,5R*)-3-(2-bromo-5-{[(2R,7aS)-2-fluorotetrahydro-1H-pyrrolizin-7a(5H)-yl]methoxy}[1,3]thiazolo[5,4-d]pyrimidin-7-yl)-3,6-diazabicyclo[3.2.2]nonane-6-carboxylate